6-(diphenylamino)-2-(tricosan-12-yl)-1H-benzo[de]isoquinoline-1,3(2H)-dione C1(=CC=CC=C1)N(C=1C=CC=2C(N(C(C3=CC=CC1C23)=O)C(CCCCCCCCCCC)CCCCCCCCCCC)=O)C2=CC=CC=C2